F[C@H]1[C@@H](C1)C(=O)N1C2CN(CC1CC2)C2=C1C(=NC=C2)NC(=C1C)C=1C=NN(C1)C ((1S,2R)-2-fluorocyclopropyl)(3-(3-methyl-2-(1-methyl-1H-pyrazol-4-yl)-1H-pyrrolo[2,3-b]pyridin-4-yl)-3,8-diazabicyclo[3.2.1]octan-8-yl)methanone